N1C(NCCC1)=O tetrahydro-2-Pyrimidinone